dinitrosophenol N(=O)C=1C(=C(C=CC1)O)N=O